2-(4-(2-(2-((1S,4S)-5-(2-(2-(methylamino)ethoxy)ethyl)-2,5-diazabicyclo[2.2.1]heptan-2-yl)ethoxy)ethyl)piperazin-1-yl)ethan-1-ol CNCCOCCN1[C@@H]2CN([C@H](C1)C2)CCOCCN2CCN(CC2)CCO